6-bromo-2,4-dinitroaniline BrC1=CC(=CC(=C1N)[N+](=O)[O-])[N+](=O)[O-]